5-((2H-1,2,3-triazol-4-yl)amino)-6-(4-methoxyphenyl)-2,3-diphenylpyrazolo[1,5-a]pyrimidin-7(4H)-one N=1NN=C(C1)NC=1NC=2N(C(C1C1=CC=C(C=C1)OC)=O)N=C(C2C2=CC=CC=C2)C2=CC=CC=C2